CN(C)C=C(C(=O)[O-])CC N,N-dimethylamino-2-ethylacrylate